[N+](=O)([O-])[O-].[S-2].[Na+] sodium sulfide nitrate